FC=1C(=C(C=C2C=CC(=CC12)N1N=CC(=C1)CN1CCC(CC1)C1=CC2=C(N(C(N2C)=O)C2C(NC(CC2)=O)=O)C=C1)O)N1S(NC(C1)=O)(=O)=O 3-[5-[1-[[1-[8-fluoro-6-hydroxy-7-(1,1,4-trioxo-1,2,5-thiadiazolidin-2-yl)-2-naphthyl]pyrazol-4-yl]methyl]-4-piperidyl]-3-methyl-2-oxo-benzimidazol-1-yl]piperidine-2,6-dione